(R)-N-(1-(3-bromo-5-chloro-2-fluoropyridin-4-yl)pent-4-en-1-yl)-4-methoxyaniline BrC=1C(=NC=C(C1[C@@H](CCC=C)NC1=CC=C(C=C1)OC)Cl)F